6-(5-chloro-2-fluorophenyl)-3-[2-(dimethylamino)ethoxy]-N-{1H-pyrrolo[2,3-b]pyridin-4-yl}pyridazin-4-amine ClC=1C=CC(=C(C1)C1=CC(=C(N=N1)OCCN(C)C)NC1=C2C(=NC=C1)NC=C2)F